3-(2-cyanopyridin-4-yl)urea C(#N)C1=NC=CC(=C1)NC(N)=O